CC1=C(C=CC=C1)C1=NN2C(=NC=3C=CC=CC3C2=N1)NC1C(NCCNC1)=O 6-{[2-(2-methylphenyl)[1,2,4]triazolo[1,5-c]quinazolin-5-yl]amino}-1,4-diazepan-5-one